4,5-dihydro-1H-imidazole dihydrochloride Cl.Cl.N1C=NCC1